FC(C=1C=C(C=C(C1)C(F)(F)F)[C@@H](C)N(C(=O)N1[C@H](CNCC1)C1=C(C=C(C=C1)F)C)C)(F)F (S)-N-[(1R)-1-[3,5-Bis(trifluoromethyl)phenyl]ethyl]-2-(4-fluoro-2-methylphenyl)-N-Methylpiperazin-1-carboxamid